OC1(CCN(CC1)C(=O)[C@H]1[C@@H](CN(CC1)CC=1N=NC(=CC1)OC)C1=CC=CC=C1)CN1C=NC2=C(C1=O)C=CN2C2=CC=C(C=C2)OC 3-[[4-hydroxy-1-[(3R,4R)-1-[(6-methoxypyridazin-3-yl)methyl]-3-phenyl-piperidine-4-carbonyl]-4-piperidinyl]methyl]-7-(4-methoxyphenyl)pyrrolo[2,3-d]pyrimidin-4-one